O=C1NC(CCC1N1C(C2=CC=CC(=C2C1)OC(C(=O)OC(C)(C)C)(C)C)=O)=O tert-butyl 2-((2-(2,6-dioxopiperidin-3-yl)-1-oxoisoindolin-4-yl)oxy)-2-methylpropanoate